4-((5-fluoro-2-methyl-4-(4-(trifluoromethyl)piperidin-1-yl)phenyl)amino)cyclohexane-1-carboxamide FC=1C(=CC(=C(C1)NC1CCC(CC1)C(=O)N)C)N1CCC(CC1)C(F)(F)F